N1=C(N=CC(=C1)C1C(C1)C=1C=C(C(=C(C1)N1CC2(COC2)C1)F)F)C1=NC=CC=N1 6-(5-(2-([2,2'-bipyrimidin]-5-yl)cyclopropyl)-2,3-difluorophenyl)-2-oxa-6-azaspiro[3.3]heptane